1-phenyl-ethan-1-aminium C1(=CC=CC=C1)C(C)[NH3+]